bis(tert-butylphenyl-iodonium) hexafluorophosphate F[P-](F)(F)(F)(F)F.C(C)(C)(C)[I+]C1=CC=CC=C1.C(C)(C)(C)[I+]C1=CC=CC=C1.F[P-](F)(F)(F)(F)F